Z-butyl 4-[[1-[1-[(3S)-2,6-dioxo-3-piperidyl]-3,4-dihydro-2H-quinolin-5-yl]-4-piperidyl]oxy]piperidine-1-carboxylate O=C1NC(CC[C@@H]1N1CCCC2=C(C=CC=C12)N1CCC(CC1)OC1CCN(CC1)C(=O)OCCCC)=O